CC(C(=O)OCN1N=NC(=C1)C=1C=C2C(N(C(C2=CC1)=O)C1=C(C=C(C=C1)C1=CC=CC=C1)C(=O)O)=O)(C)C 4-{5-[1-(2,2-Dimethylpropionyloxymethyl)-1H-[1,2,3]triazol-4-yl]-1,3-dioxo-1,3-dihydroisoindol-2-yl}biphenyl-3-carboxylic acid